O1CC(C1)C(C)NC(O)=O (1-(oxetan-3-yl)ethyl)carbamic acid